vinyl-4-vinyl-pyrrolidone C(=C)N1C(CC(C1)C=C)=O